1-{5-[4-(Difluoromethoxy)benzenesulfonyl]-1H,2H,3H,4H,5H,6H-pyrrolo[3,4-c]pyrrol-2-yl}-2-(pyrazin-2-yl)ethan-1-one FC(OC1=CC=C(C=C1)S(=O)(=O)N1CC2=C(C1)CN(C2)C(CC2=NC=CN=C2)=O)F